5-(2-(dimethylamino)-N-methyl-1,2,3,4-tetrahydroisoquinoline-1-carboxamido)benzoic acid tert-butyl ester hydrochloride Cl.C(C)(C)(C)OC(C1=CC=CC(=C1)N(C(=O)C1N(CCC2=CC=CC=C12)N(C)C)C)=O